tert-butyl (4-((7-bromo-2-butyl-1H-imidazo[4,5-c]quinolin-1-yl)oxy)butyl)carbamate BrC=1C=CC=2C3=C(C=NC2C1)N=C(N3OCCCCNC(OC(C)(C)C)=O)CCCC